C(C)(C)N1C(C2=CC=CC=C2C(=C1)C(C)NC)=O 2-isopropyl-4-(1-(methylamino)ethyl)isoquinolin-1(2H)-one